CNC(=O)C=1N=CC2=C(N1)N(C=C2C2=CC=CC=C2)C2=CC=CC=C2 N-methyl-5,7-diphenyl-7H-pyrrolo[2,3-d]pyrimidine-2-carboxamide